N-[4-[2-[[4-(dimethyl-amino)cyclohexyl]-amino]-8-isopropyl-7-oxo-pteridin-6-yl]-2-fluoro-phenyl]spiro-[3.3]heptane-2-sulfonamide CN(C1CCC(CC1)NC1=NC=2N(C(C(=NC2C=N1)C1=CC(=C(C=C1)NS(=O)(=O)C1CC2(C1)CCC2)F)=O)C(C)C)C